OC1(CC(C1)C(=O)N1CC2(C1)CCC(CC2)OC2=NC(=CC(=C2)C(F)(F)F)C)C.[P].[Ga] Gallium Phosphorus ((1s,3s)-3-Hydroxy-3-methylcyclobutyl)(7-((6-methyl-4-(trifluoromethyl)pyridin-2-yl)oxy)-2-azaspiro[3.5]nonan-2-yl)methanone